C1OCCN2C1=CC=CC2 tetrahydropyrido[2,1-c][1,4]oxazine